C1(=CC(=CC=C1)CNCCCNCCCNCC1CCCCC1)CNCCCNCCCNCC1CCCCC1 N1,N1'-(1,3-Phenylenebis(methylene))bis(N3-(3-((cyclohexylmethyl)-amino)propyl)propane-1,3-diamine)